NC=1C(=NC(=C(N1)C=1OC=CN1)C=1C=CC=2N(C1)C(=CN2)C)C(=O)NCC2=NC(=CC=C2)N2CC(CC2)N(C)C 3-amino-N-((6-(3-(dimethylamino)pyrrolidin-1-yl)pyridin-2-yl)methyl)-6-(3-methylimidazo[1,2-a]pyridin-6-yl)-5-(oxazol-2-yl)pyrazine-2-carboxamide